COC1=CC=C(C=C1)N(C1=CC=C(C=C1)OC)C1=C(C=CC=C1)O N,N-di(4-methoxyphenyl)aminophenol